OC1=C(C=CC(=C1C)OCC(C)(C)O)C=1[C@@H](CC(NN1)=O)C (5R)-(-)-6-[2-hydroxy-4-(2-hydroxy-2-methylpropoxy)-3-methylphenyl]-5-methyl-4,5-dihydro-2H-pyridazin-3-one